N-(4-(Cyanomethyl)phenyl)-2-isopropyl-5,5-dimethylcyclohexancarboxamid C(#N)CC1=CC=C(C=C1)NC(=O)C1C(CCC(C1)(C)C)C(C)C